4-butyl-2-(4-(methoxycarbonyl)phenyl)piperazin C(CCC)N1CC(NCC1)C1=CC=C(C=C1)C(=O)OC